2-(5-tert-butyl-4-chloro-2-methyl-pyrazol-3-yl)-4-oxo-1H-1,6-naphthyridine-5-carboxamide C(C)(C)(C)C=1C(=C(N(N1)C)C=1NC=2C=CN=C(C2C(C1)=O)C(=O)N)Cl